BrC1=CC=C(C=C1)N1CC(N(CC1)C)=O 4-(4-bromophenyl)-1-methylpiperazin-2-one